(3R)-2-amino-3-methyl-pentanoic acid NC(C(=O)O)[C@@H](CC)C